CC1=CC=C(C=C1)N=NC(C#N)(C#N)C 2-(4-methylphenylazo)-2-methylpropanedinitrile